ClC1=NN(C=C1NC(C(C)S(=O)(=O)C)=O)C=1C=NC=CC1 N-(3-CHLORo-1-(PYRIDIN-3-YL)-1H-PYRAZOL-4-YL)-2-(METHYLSULFONYL)PROPANAMID